2-Hydroxy-phenylbenztriazole OC1=C(C=CC=C1)C1=CC=CC=2NN=NC21